COCOC=1C(=CC2=CN(N=C2C1C)C)C=1N=CC2=C(N1)N=CC(=C2)N2C[C@H](N([C@H](C2)C)C(=O)OC(C)(C)C)C tert-butyl (2R,6S)-4-{2-[6-(methoxymethoxy)-2,7-dimethylindazol-5-yl]pyrido[2,3-d]pyrimidin-6-yl}-2,6-dimethylpiperazine-1-carboxylate